2-(6-(((1R,3s,5S)-8-azabicyclo[3.2.1]octan-3-yl)(methyl)amino)pyridazin-3-yl)-5-(4-amino-5-methyl-1H-pyrazol-1-yl)phenol [C@H]12CC(C[C@H](CC1)N2)N(C2=CC=C(N=N2)C2=C(C=C(C=C2)N2N=CC(=C2C)N)O)C